8-Chloro-7-(1-(1-ethoxyethyl)-1H-pyrazol-4-yl)-[1,2,4]triazolo[1,5-c]pyrimidin ClC=1C=2N(C=NC1C=1C=NN(C1)C(C)OCC)N=CN2